C(N)(=O)CCNCC(=O)O N-(2-carbamoylethyl)glycine